COC=1C=C(C2=CC=CC=C2C1)C1(CC1)NC(C1=C(C=CC=C1)C)=O N-(1-(3-methoxynaphthalen-1-yl)cyclopropyl)-2-methylbenzamide